C1(CCCC1)N1C(CN(C=2C(N[C@](NC12)(N)NC1=C(C=C(C=C1)S(=O)(=O)CCN1CC(NC(C1)C)C)OC)=O)C)CC (R)-8-cyclopentyl-7-ethyl-2-[4-[2-(3,5-dimethylpiperazin-1-yl)ethylsulfonyl]-2-methoxyphenylamino]-5-methyl-7,8-dihydropterin